N-behenoyl-alanine C(CCCCCCCCCCCCCCCCCCCCC)(=O)N[C@@H](C)C(=O)O